BrC=1C=C2C(=NN(C2=CC1)COCC[Si](C)(C)C)C=O 5-bromo-1-((2-(trimethylsilyl)ethoxy)methyl)-1H-indazole-3-carbaldehyde